C(C)(C)(C)OC(=O)N1[C@@H](CCC1)C=1NC(=C(N1)C1=CC=C(C=C1)C(NC1=NC=CC=C1)=O)C(=O)OCC ethyl (S)-2-(1-(tert-butoxycarbonyl) pyrrolidin-2-yl)-4-(4-(pyridin-2-ylcarbamoyl) phenyl)-1H-imidazole-5-carboxylate